C/C(=C\C)/C1=C(C(=O)OC)C=CC(=N1)OC (E)-methyl 2-(but-2-en-2-yl)-6-methoxynicotinate